(E)-3-(6-(((1-(5-(4-Chloro-3-hydroxyphenyl)-3-cyano-4-(4-cyano-3-fluorophenyl)pyridin-2-yl)piperidin-4-yl)amino)methyl)pyridin-3-yl)-N-hydroxyacrylamide formate C(=O)O.ClC1=C(C=C(C=C1)C=1C(=C(C(=NC1)N1CCC(CC1)NCC1=CC=C(C=N1)/C=C/C(=O)NO)C#N)C1=CC(=C(C=C1)C#N)F)O